C(C)OC(C(C(C(=O)OCC)(CCC)CCC)(CCC)CCC)=O diethyl-2,2,3,3-tetrapropylsuccinate